OC[C@@H](CC)NC(=O)C=1C=NC(=C(C1)C1=NN(C=C1)C)OC1=CC=C(C=C1)C(F)(F)F N-[(2R)-1-Hydroxybutan-2-yl]-5-(1-methyl-1H-pyrazol-3-yl)-6-[4-(trifluoromethyl)phenoxy]pyridine-3-carboxamide